O.[O-2].[Ca+2] calcium oxide, hydrate